C(C1=CC=CC=C1)N1CCOC2=C(C1=O)C=C(C(=N2)N2CC=1C=C(C=NC1CC2)C(F)(F)F)Br 4-benzyl-7-bromo-8-(3-(trifluoromethyl)-7,8-dihydro-1,6-naphthyridin-6(5H)-yl)-3,4-dihydropyrido[3,2-f][1,4]oxazepin-5(2H)-one